N-[4-[(6,7-dimethoxy-1,5-naphthyridin-4-yl)oxy]-3-fluorophenyl]-4-ethoxy-1-(4-fluorophenyl)-5-methyl-2-oxopyridine-3-carboxamide COC=1N=C2C(=CC=NC2=CC1OC)OC1=C(C=C(C=C1)NC(=O)C=1C(N(C=C(C1OCC)C)C1=CC=C(C=C1)F)=O)F